Tert-butyl (1-(2-cyclopropoxyethyl)-5-ethyl-4-oxo-4,5-dihydro-1H-pyrrolo[3,2-c]pyridin-3-yl)carbamate C1(CC1)OCCN1C=C(C=2C(N(C=CC21)CC)=O)NC(OC(C)(C)C)=O